2-((5-methyl-2-(4-(trifluoromethyl)phenyl)-1H-imidazol-1-yl)methyl)phenol CC1=CN=C(N1CC1=C(C=CC=C1)O)C1=CC=C(C=C1)C(F)(F)F